5-Bromo-2-(4-fluoro-3-methoxyphenyl)benzo[d]oxazole BrC=1C=CC2=C(N=C(O2)C2=CC(=C(C=C2)F)OC)C1